2'-chloro-N-(6-(1,4-dimethyl-1H-1,2,3-triazol-5-yl)-7-fluorothiazolo[4,5-c]pyridin-2-yl)-5'-methoxy-6-methyl-[4,4'-bipyridine]-3-carboxamide ClC1=NC=C(C(=C1)C1=C(C=NC(=C1)C)C(=O)NC=1SC2=C(C=NC(=C2F)C2=C(N=NN2C)C)N1)OC